4-(2-(2-(3-(((1r,4r)-4-hydroxycyclohexyl)amino)-3-oxopropyl)-5-methyl-1,2,3,4-tetrahydroisoquinolin-7-yl)-5H-pyrrolo[2,3-b]pyrazin-7-yl)-N,N-dimethylbenzamide OC1CCC(CC1)NC(CCN1CC2=CC(=CC(=C2CC1)C)C=1N=C2C(=NC1)NC=C2C2=CC=C(C(=O)N(C)C)C=C2)=O